Methyl(4-(1-(3-(cyanomethyl)-1-(ethylsulfonyl)azetidin-3-yl)-1H-pyrazol-4-yl)-7H-pyrrolo[2,3-d]pyrimidin-7-yl)(S)-2-(6-methoxynaphthalen-2-yl)propanoate CC[C@@](C(=O)[O-])(C1=CC2=CC=C(C=C2C=C1)OC)N1C=CC2=C1N=CN=C2C=2C=NN(C2)C2(CN(C2)S(=O)(=O)CC)CC#N